CN(CCN(C1=C(C=C(C(=C1)C)NC1=NC=CC(=N1)N1C(N(C2=C1C=CC=C2)C(C)C)=O)NC(C=C)=O)C)C N-(2-((2-(Dimethylamino)ethyl)(methyl)amino)-5-((4-(3-isopropyl-2-oxo-2,3-dihydro-1H-benzo[d]imidazol-1-yl)pyrimidin-2-yl)amino)-4-methylphenyl)acrylamide